2'-Chloro-N-(5-(4-(difluoro-methyl)-3-fluoro-picolinoyl)-5,6-dihydro-4H-pyrrolo[3,4-d]thiazol-2-yl)-5'-methoxy-6-methyl-[4,4'-bipyridine]-3-carboxamide ClC1=NC=C(C(=C1)C1=C(C=NC(=C1)C)C(=O)NC=1SC2=C(N1)CN(C2)C(C2=NC=CC(=C2F)C(F)F)=O)OC